piperazin-1-amine hydrochloride Cl.N1(CCNCC1)N